8,11-di(tert-butyl)perylene C(C)(C)(C)C=1C=C2C3=CC=CC4=CC=CC(C=5C=C(C=C(C1)C25)C(C)(C)C)=C43